Methyl N-(2-((S)-5-oxo-1-(2,3,5-trifluorobenzyl)pyrrolidin-2-yl)acetyl)-N-(2,2,2-trifluoroethyl)-L-valinate O=C1CC[C@H](N1CC1=C(C(=CC(=C1)F)F)F)CC(=O)N([C@@H](C(C)C)C(=O)OC)CC(F)(F)F